2-cyclobutoxy-6-(trifluoromethyl)pyridine-3-carboxylic acid C1(CCC1)OC1=NC(=CC=C1C(=O)O)C(F)(F)F